5-bromo-2-chloro-4-methylpyrimidine BrC=1C(=NC(=NC1)Cl)C